FC=1C=CC(=C2C=C(N(C12)CCN)C)OC [2-(7-fluoro-4-methoxy-2-methyl-indol-1-yl)-ethyl]-amine